2-(1-methylpyrrolidin-2-yl)ethane-1-amine CN1C(CCC1)CCN